N1(CCC12CCC2)CCNC(C2=CN=C(C(=C2)NC2=NN(C1=NC(=NC=C12)NC=1C=NN(C1)C)C)C)=O N-(2-(1-azaspiro[3.3]heptan-1-yl)ethyl)-6-methyl-5-((1-methyl-6-((1-methyl-1H-pyrazol-4-yl)amino)-1H-pyrazolo[3,4-d]pyrimidin-3-yl)amino)nicotinamide